[N].NC(=O)N E-urea nitrogen